7-(4,4-difluoropiperidin-1-yl)-2-methylbenzo[d]oxazol-5-amine FC1(CCN(CC1)C1=CC(=CC=2N=C(OC21)C)N)F